C(C)(C)(C)OC(=O)N1C[C@H]([C@H](CC1)CN1CCC(CC1)C1=CC=C2C(=NN(C2=C1)C)C1C(NC(CC1)=O)=O)F tert-butyl-(3S,4R)-4-[[4-[3-(2,6-dioxo-3-piperidyl)-1-methyl-indazol-6-yl]-1-piperidyl]methyl]-3-fluoro-piperidine-1-carboxylate